OCCN1C(CCC1)=O N-β-hydroxyethyl-pyrrolidone